CC1NC(OC1)=O 4-methyl-2-oxooxazolidin